methyl 5-bromo-2-((tert-butoxycarbonyl)amino)benzoate BrC=1C=CC(=C(C(=O)OC)C1)NC(=O)OC(C)(C)C